BrC1=C(C=CC(=C1)C1=CC(=CC=C1)Cl)C1=CC=CC=C1 2'-bromo-3''-chloro-1,1':4',1''-terphenyl